[Cl-].[Cl-].C(C)(C)C(C(C)C)=[Zr+2](C1=CC=CC=2C3=CC=CC=C3CC12)C1C(=CC=C1C)C diisopropylmethylene(2,5-dimethylcyclopentadienyl)(fluorenyl)zirconium dichloride